(s)-5-fluoro-4-(4,4,5,5-tetramethyl-1,3,2-dioxaborolan-2-yl)-N-(o-tolyl)-2-((1,1,1-trifluoropropan-2-yl)oxy)benzamide FC=1C(=CC(=C(C(=O)NC2=C(C=CC=C2)C)C1)O[C@H](C(F)(F)F)C)B1OC(C(O1)(C)C)(C)C